(2S,4R)-1-((S)-2-amino-3,3-dimethylbutanoyl)-4-hydroxy-N-((S)-1-(2',3',6'-trifluoro-[1,1'-biphenyl]-4-yl)ethyl)pyrrolidine-2-carboxamide N[C@H](C(=O)N1[C@@H](C[C@H](C1)O)C(=O)N[C@@H](C)C1=CC=C(C=C1)C1=C(C(=CC=C1F)F)F)C(C)(C)C